C(C1=CC=CC=C1)OC1=CC=CC2=CC(=CC=C12)Br benzyloxy-6-bromo-naphthalene